(1R,2S,5S)-N-((1S)-1-cyano-2-(3-fluoro-2-carbonylindolin-3-yl)ethyl)-3-((S)-3,3-Dimethyl-2-(2,2,2-trifluoroacetylamino)butyryl)-6,6-dimethyl-3-azabicyclo[3.1.0]hexane-2-formamide C(#N)[C@H](CC1(C(NC2=CC=CC=C12)=C=O)F)NC(=O)[C@@H]1[C@H]2C([C@H]2CN1C([C@H](C(C)(C)C)NC(C(F)(F)F)=O)=O)(C)C